6-bromo-5-fluoro-3,11,11-trimethyl-8,9,10,11-tetrahydro-7H-cyclopenta[f][1,2,4]triazolo[4,3-a]quinoxaline BrC=1C2=C(C=3NC(C=4N(C3C1F)C(=NN4)C)(C)C)CCC2